N12C[C@H](C(CC1)CC2)OC(N[C@@H]2C(CCC1=CC(=CC=C21)C2=CC=C(C=C2)OCC)(C)C)=O (S)-quinuclidin-3-yl((R)-6-(4-ethoxyphenyl)-2,2-dimethyl-1,2,3,4-tetrahydronaphthalen-1-yl)carbamate